ClC=1C=C(C=CC1Cl)NC=1C2=C(N=CN1)C=NC(=C2)OC2CN(CC2)C(C=C)=O 1-(3-((4-((3,4-dichloro-phenyl)amino)pyrido[3,4-d]pyrimidin-6-yl)oxy)-pyrrolidin-1-yl)prop-2-en-1-one